2-[(2-methoxybenzoyl)amino]-4-tetrahydronaphthalen-2-yl-thiophene-3-carboxylic acid COC1=C(C(=O)NC=2SC=C(C2C(=O)O)C2CC3=CC=CC=C3CC2)C=CC=C1